8-cyclopropyl-N-(pyrimidin-5-ylmethyl)-9H-purin-6-amine C1(CC1)C=1NC2=NC=NC(=C2N1)NCC=1C=NC=NC1